ClC=1C=C(C=CC1F)N1CCOCC(COC2=CC3=C1C=CN=C3C=C2)NC(C=C)=O N-[1-(3-chloro-4-fluorophenyl)-2,3,6,7-tetrahydro-1H,5H-9,11-ethenopyrido[4,3-e][1,9,4]dioxazacyclododecin-6-yl]prop-2-enamide